FC=1C=NC(=NC1)NC1=NC=C(C=C1)N1CCNCC1 5-fluoro-N-(5-piperazin-1-ylpyridin-2-yl)pyrimidin-2-amine